CC1=C(C(=O)CC1OC(=O)[C@@H]2[C@H](C2(C)C)C=C(C)C)CC=C The molecule is a partly enantiopure variant of allethrin consisting of a mixture of two allethrin isomers (1R,trans;1R and 1R,trans;1S) in an approximate ratio of 1:1. Widely registered mosquito adulticide and spatial repellent. Bioallethrin is a synthetic pyrethroid used as a pesticide against household pest insects such as mosquitoes, houseflies and cockroaches.